NCC(C=1SC(=CN1)CO)NC(=O)C=1NC(=CC1)C1=NC=C(C=C1)Cl N-(2-Amino-1-(5-(hydroxymethyl)thiazol-2-yl)ethyl)-5-(5-chloropyridin-2-yl)-1H-pyrrole-2-carboxamide